(E)-N-(2-(5-Chloro-2-hydroxy-4-methoxybenzoyl)-5-methylisoindolin-4-yl)-4-(dimethylamino)-N-methylbut-2-enamide ClC=1C(=CC(=C(C(=O)N2CC3=CC=C(C(=C3C2)N(C(\C=C\CN(C)C)=O)C)C)C1)O)OC